NC=1C(=C(C=CC1)C1=NN(C=N1)CC(=O)[O-])OC 2-(3-(3-Amino-2-methoxyphenyl)-1H-1,2,4-triazol-1-yl)acetate